ClC1=CC=C(C=C1)C(C(=O)N1C=CC2=CC(=C(C=C12)C(F)(F)F)OC)NC=1C=C(OC[C@H]2[C@@H](C2)C(=O)O)C=C(C1)OC (1R,2R)-2-((3-((1-(4-chlorophenyl)-2-(5-methoxy-6-(trifluoromethyl)indol-1-yl)-2-oxoethyl)amino)-5-methoxyphenoxy)methyl)-cyclopropanecarboxylic acid